Tert-butyl (3S)-3-[[4-[6-[(3S)-3-ethyl-3-hydroxy-pyrrolidine-1-carbonyl]-1H-indol-3-yl]-5-(trifluoromethyl)pyrimidin-2-yl] amino]piperidine-1-carboxylate C(C)[C@]1(CN(CC1)C(=O)C1=CC=C2C(=CNC2=C1)C1=NC(=NC=C1C(F)(F)F)N[C@@H]1CN(CCC1)C(=O)OC(C)(C)C)O